ClC1=NC=CC(=N1)N(C(=O)C1(CC1)C(=O)N)C1=CC=C(C=C1)Br N-(2-chloropyrimidin-4-yl)-N-(4-bromophenyl)cyclopropane-1,1-dicarboxamide